FC1=CC=C(C=C1)C(C)N1C(=CC2=CC=CC=C12)C=1N=C2N(C=CC(=C2)C=O)C1C (2-(1-(1-(4-fluorophenyl)ethyl)-1H-indol-2-yl)-3-methylimidazo[1,2-a]pyridin-7-yl)methanone